O=C1NC(CCC1N1C(C2=CC=C(C=C2C1)NC(C1=C(C=CC=C1)CC(C)C)=O)=O)=O N-(2-(2,6-dioxopiperidin-3-yl)-1-oxoisoindolin-5-yl)-2-isobutylbenzamide